C(C)NC1(C(N(C2=CC=CC=C12)C=1C=C(C=NC1)CC1=NNC(C2=CC=CC=C12)=O)=O)C 4-((5-(3-(ethylamino)-3-methyl-2-oxoindolin-1-yl)pyridin-3-yl)methyl)phthalazin-1(2H)-one